methyl 2-(2-(ethylamino)-4-isopropyl-7-oxothiazolo[4,5-d]pyridazin-6(7H)-yl)acetate C(C)NC=1SC2=C(C(=NN(C2=O)CC(=O)OC)C(C)C)N1